(pyridine) nickel dichloride [Ni](Cl)Cl.N1=CC=CC=C1